C(CCC)(=O)NC=1C=C(C=CC1Cl)NC(=O)[C@@H]1C([C@H]1C1=CC(=CC(=C1)Cl)Cl)(Cl)Cl |r| trans-rac-N-(3-butyrylamino-4-chlorophenyl)-2,2-dichloro-3-(3,5-dichlorophenyl)cyclopropane-1-carboxamide